FC(C(=O)N1CC(C1)N1N=C(C=2N=CN=CC21)C2=CC=C(C=C2)C(F)(F)F)=C 2-fluoro-1-(3-(3-(4-(trifluoro-methyl)phenyl)-1H-pyrazolo[4,3-d]pyrimidin-1-yl)azetidin-1-yl)-prop-2-en-1-one